NC1=C(C=NN1C=1C=C(C(=O)NC2CC2)C=CC1C)C(C1=CC(=CC=C1)C#N)=O 3-[5-amino-4-(3-cyanobenzoyl)pyrazol-1-yl]-N-cyclopropyl-4-methylbenzamide